OC(CC(=O)[O-])C.[Na+] sodium beta-hydroxybutyrate salt